ClC=1C=C(C=NC=2C=C(C(=O)O)C=CC2)C=C(C1)O 3-(3-chloro-5-hydroxy-benzylideneamino)-benzoic acid